6-(Cyclopropanecarboxamido)-4-((3-(6-(1-ethoxyvinyl)pyridazin-3-yl)-2-methoxyphenyl)amino)-N-(methyl-d3)pyridazine-3-carboxamide C1(CC1)C(=O)NC1=CC(=C(N=N1)C(=O)NC([2H])([2H])[2H])NC1=C(C(=CC=C1)C=1N=NC(=CC1)C(=C)OCC)OC